TMS-iodolol [Si](C)(C)(C)C1=C([IH]C=C1)O